Methyl 9-(4-(amino(1-(3-fluoropropyl)azetidin-3-yl)methyl)phenyl)-8-(2,4-dichlorophenyl)-6,7-dihydro-5H-benzo[7]annulene-3-carboxylate NC(C1=CC=C(C=C1)C1=C(CCCC2=C1C=CC(=C2)C(=O)OC)C2=C(C=C(C=C2)Cl)Cl)C2CN(C2)CCCF